C(C(=C)C)(=O)OCCCC[Si](C)(C)O[Si](C)(C)C=C methacryloxybutyl-(vinyldimethylsiloxy)dimethylsilane